tert-butyl 8-((3-(2,6-bis(benzyloxy)pyridin-3-yl)-1-methyl-1H-indazol-7-yl)amino)-2-azaspiro[4.5]decane-2-carboxylate C(C1=CC=CC=C1)OC1=NC(=CC=C1C1=NN(C2=C(C=CC=C12)NC1CCC2(CCN(C2)C(=O)OC(C)(C)C)CC1)C)OCC1=CC=CC=C1